4-(2-(6-((3r,5r)-3-amino-5-fluoropiperidine-1-carbonyl)-3-methylpyrazolo[1,5-a]pyridin-2-yl)-1-(cyclopropylmethyl)-1H-indol-7-yl)piperidine-1-carboxylic acid methyl ester COC(=O)N1CCC(CC1)C=1C=CC=C2C=C(N(C12)CC1CC1)C1=NN2C(C=CC(=C2)C(=O)N2C[C@@H](C[C@H](C2)F)N)=C1C